2-methyl-6-morpholinoquinazolin CC1=NC2=CC=C(C=C2C=N1)N1CCOCC1